OC[C@H](C)NC(=O)C=1C(N(N=C(C1)C1=NC=C(C=C1)C(F)(F)F)C1=CC=CC=C1)=O N-[(2S)-1-Hydroxypropan-2-yl]-3-oxo-2-phenyl-6-[5-(trifluoromethyl)pyridin-2-yl]-2,3-dihydropyridazine-4-carboxamide